C(C)(=O)OCC1=C(C=C(C=C1C=C)C)C=C (2,6-divinyl-4-methyl-phenyl)-methyl acetate